5-(thiophen-2-yl)benzo[d]oxazol-2-amine S1C(=CC=C1)C=1C=CC2=C(N=C(O2)N)C1